ClC=1C=C2C=C(N=CC2=C(N1)Cl)NC(=O)[C@H]1[C@H](C1)F (1S,2S)-N-(6,8-dichloro-2,7-naphthyridin-3-yl)-2-fluoro-cyclopropanecarboxamide